2-ethoxy-2-methyl-1-(trimethylsiloxycarbonyl)methyl-1-aza-2-silacyclopentane C(C)O[Si]1(N(CCC1)CC(=O)O[Si](C)(C)C)C